C(C)(C)(C)OC(=O)N[C@H]1C[C@H]2[C@@H](C[C@@H]3N(C1=O)[C@@H](CC3)C(=O)OC)O2 methyl (1aS,3S,6S,8aR,9aR)-3-((tert-butoxycarbonyl)amino)-4-oxodecahydrooxireno[2,3-d]pyrrolo[1,2-a]azocine-6-carboxylate